CN(CCN)C N',N'-dimethylethylenediamine